FC1(CN(CC1)C1=NC=CC(=C1NC(C1=CN=C(C=C1)N1[C@@H](CCC1)C)=O)C1=CC=NN1)F (R)-N-(2-(3,3-difluoro-pyrrolidin-1-yl)-4-(1H-pyrazol-5-yl)pyridin-3-yl)-6-(2-methylpyrrolidin-1-yl)nicotinamide